tert-Butyl 6-(1,3-dioxo-2,11-diazaspiro[6.7]tetradecan-11-yl)pyridine-3-carboxylate O=C1NC(CCCC12CCCN(CCC2)C2=CC=C(C=N2)C(=O)OC(C)(C)C)=O